NC=1C(=NC(=C(N1)C1=CC=C(C=C1)F)C1=CC(=NC(=C1)C)C)C(=O)NCC1=C(C=CC=C1)C 3-amino-6-(2,6-dimethylpyridin-4-yl)-5-(4-fluorophenyl)-N-(2-methylbenzyl)pyrazine-2-carboxamide